OCCCN(S(=O)(=O)N1CCC(CC1)NC=1N=CC2=C(N1)N(C(C21CC1)=O)[C@H]1C[C@@H](CCC1)OC1OCCCC1)C 2'-({1-[(3-Hydroxypropyl)(methyl)sulfamoyl]piperidin-4-yl}amino)-7'-[(1R,3R)-3-(oxan-2-yloxy)cyclohexyl]spiro[cyclopropane-1,5'-pyrrolo[2,3-d]pyrimidin]-6'-one